(S)-Methyl 2-fluoro-4-nitro-3-((oxetan-2-ylmethyl)amino)benzoate FC1=C(C(=O)OC)C=CC(=C1NC[C@H]1OCC1)[N+](=O)[O-]